4-ethoxyanilin C(C)OC1=CC=C(N)C=C1